α-cyano-β,β-diphenylacrylat C(#N)C(C(=O)[O-])=C(C1=CC=CC=C1)C1=CC=CC=C1